C(=O)O.O1C(NC2=C1C=CC=C2)=O benzo[d]oxazol-2(3H)-one formate salt